(E)-N-cyclopentyl-1-methyl-3-(3-phenylprop-1-en-1-yl)-1H-1,2,4-triazol-5-amine C1(CCCC1)NC1=NC(=NN1C)\C=C\CC1=CC=CC=C1